FC([C@H]1N(C(OC1)=C=O)C=1N=C2N(CCOC3=C2C=CC(=C3)N[C@H](C(=O)N)CO)C1)F (S)-2-((2-((S)-4-(difluoromethyl)-2-carbonyloxazolidin-3-yl)-5,6-dihydrobenzo[f]imidazo[1,2-d][1,4]oxazepin-9-yl)amino)-3-hydroxypropanamide